NC1=NC=C(C(=N1)C1=CC=C(C=C1)NC1=NC(=NC=C1C)NCC1=CC(=CC=C1)F)C N4-(4-(2-amino-5-methylpyrimidin-4-yl)phenyl)-N2-(3-fluorobenzyl)-5-methylpyrimidine-2,4-diamine